CC1(C=CC=2C=C3C=CC(OC3=CC2O1)=O)C 8,8-dimethylpyrano[3,2-g]chromen-2(8H)-one